NC(C1=C(C=C(C(=O)O)C=C1)C)C(=O)O 4-[amino(carboxy)methyl]-3-methylbenzoic acid